[N+](=O)([O-])[O-].[NH4+].C(C)C=1C=C(C)C=CC1 3-Ethyl-toluene ammonium nitrat